1,4-bis(2-pyridyl)benzene 6-[4-[5-fluoro-2-(4-methyltriazol-1-yl)-3-pyridyl]-1-piperidyl]-2-azaspiro[3.4]octane-2-carboxylate FC=1C=C(C(=NC1)N1N=NC(=C1)C)C1CCN(CC1)C1CC2(CN(C2)C(=O)O)CC1.N1=C(C=CC=C1)C1=CC=C(C=C1)C1=NC=CC=C1